Benzyl ((R)-1-((2S,5S,6R)-6-(((1R,2R,3S,4R,6S)-4,6-diazido-2,3-dihydroxycyclohexyl)oxy)-5-hydroxytetrahydro-2H-pyran-2-yl)ethyl)carbamate N(=[N+]=[N-])[C@H]1[C@@H]([C@H]([C@@H]([C@H](C1)N=[N+]=[N-])O[C@@H]1[C@H](CC[C@H](O1)[C@@H](C)NC(OCC1=CC=CC=C1)=O)O)O)O